methyl (S)-2-(6-fluorobenzo[d]oxazol-2-yl)-6-methoxy-5-((5-methoxypyridin-2-yl) methoxy)-1,2,3,4-tetrahydroisoquinoline-3-carboxylate FC1=CC2=C(N=C(O2)N2CC3=CC=C(C(=C3C[C@H]2C(=O)OC)OCC2=NC=C(C=C2)OC)OC)C=C1